COC(NS(=O)(=O)C=1SC(=CC1C1=C(C=C(C=C1)CN1C(=NC=C1)C)C)CC(C)C)=O (5-isobutyl-3-(2-methyl-4-((2-methyl-1H-imidazol-1-yl)methyl)phenyl)thiophen-2-yl)sulfonylcarbamic acid methyl ester